ClC1=C(C=C(C(=O)NCC2=CC(=C(C=C2)F)F)C(=C1)F)C(=O)NC1=NC=CC=C1 4-chloro-N1-(3,4-difluorobenzyl)-6-fluoro-N3-(pyridin-2-yl)isophthalamide